ethyl 5-[(2-aminothiazol-5-yl)sulfonylamino]thiazole-4-carboxylate, hydrochloride Cl.NC=1SC(=CN1)S(=O)(=O)NC1=C(N=CS1)C(=O)OCC